C(C)(C)OC1=CC=C(C=C1)C1=CN=C2N1C=C(C(=C2)C(=O)NS(=O)(=O)C)C2=CC=CC=C2 3-(4-isopropoxyphenyl)-N-(methylsulfonyl)-6-phenylimidazo[1,2-a]pyridine-7-carboxamide